BrC(C(=O)O)CCC(C(=O)O)Br 2,5-dibromoadipic acid